C(#C)C1=C2C(=CC(=CC2=CC=C1F)OCC1=CC=C(C=C1)O)C1=C(C=2N=C(N=C(C2C=N1)N1CCOCCC1)OC[C@]12CCCN2C[C@@H](C1)F)F 4-(((5-ethynyl-6-fluoro-4-(8-fluoro-2-(((2R,7aS)-2-fluorotetrahydro-1H-pyrrolizin-7a(5H)-yl)methoxy)-4-(1,4-oxazepan-4-yl)pyrido[4,3-d]pyrimidin-7-yl)naphthalen-2-yl)oxy)methyl)phenol